NC=1C(=CC(=C(C1)NC(C=C)=O)SCCN(C)C)OC N-(5-amino-2-((2-(dimethylamino)ethyl)thio)-4-methoxyphenyl)acrylamide